C(CCCC)NC1=NC(=NC(=N1)S)S (n-pentylamino)-1,3,5-triazine-2,4-dithiol